5-butylnonan-1-ol C(CCC)C(CCCCO)CCCC